C(C1=CC=CC=C1)OC=1C=C(C=CC1)C1CC(CC1)CC(C)=O 1-(3-(3-(benzyloxy)phenyl)cyclopentyl)propan-2-one